(±)-tert-butyl (1S,2R,3R,5R)-3-((6-(4-chloro-2-(methoxymethoxy)phenyl)pyridazin-3-yl)(methyl)amino)-2-fluoro-9-azabicyclo[3.3.1]nonane-9-carboxylate ClC1=CC(=C(C=C1)C1=CC=C(N=N1)N([C@H]1[C@H]([C@@H]2CCC[C@H](C1)N2C(=O)OC(C)(C)C)F)C)OCOC |r|